5-phenylisobenzofuran-1,3-dione C1(=CC=CC=C1)C=1C=C2C(OC(C2=CC1)=O)=O